BrC=1C=C(C=2N(C1)C[C@H](N2)C)C(=O)N[C@H](C)C=2C=C(C=C(C2)C(F)(F)F)CS(=O)(=O)O.COCC2(CC2)C=2C(=O)NC(C2)=O 1-(methoxymethyl)cyclopropyl-maleimide [3-[(1R)-1-[[(2R)-6-bromo-2-methyl-2,3-dihydroimidazo[1,2-a]pyridine-8-carbonyl]amino]ethyl]-5-(trifluoromethyl)phenyl]methanesulfonate